COC=1C=C(C=CC1OC)C(C1CCN(CC1)C(=O)OC(C)(C)C)C1=NC=CC=C1 tert-Butyl 4-((3,4-dimethoxyphenyl)(pyridin-2-yl)methyl)piperidine-1-carboxylate